O1CCN(CC1)C=1C2=C(N=CN1)NC(=C2)C2=CC=C(C=C2)NC(CC2=NC=CC(=C2)N2C[C@@H](CCC2)NC(C#CC)=O)=O (R)-N-(1-(2-(2-((4-(4-morpholino-7H-pyrrolo[2,3-d]pyrimidin-6-yl)phenyl)amino)-2-oxoethyl)pyridin-4-yl)piperidin-3-yl)but-2-ynamide